CC1(OCC(CO1)N1CCC(CC1)C=1C=CC=2N(C(C=C(N2)C2=NN3C(C(=NC(=C3)C)CC)=C2)=O)C1)C 7-(1-(2,2-dimethyl-1,3-dioxan-5-yl)piperidin-4-yl)-2-(4-ethyl-6-methylpyrazolo[1,5-a]pyrazin-2-yl)-4H-pyrido[1,2-a]pyrimidin-4-one